3-chloro-4-((3-fluorobenzyl)oxy)benzenesulfonyl fluoride ClC=1C=C(C=CC1OCC1=CC(=CC=C1)F)S(=O)(=O)F